(S)-N2-(5-((-)-1-amino-1-(3-cyanophenyl)-3-cyclopropyl)-2-fluorophenyl)-N1-(4-chlorophenyl)pyrrolidine-1,2-dicarboxamide NC1(CC1C=1C=CC(=C(C1)NC(=O)[C@H]1N(CCC1)C(=O)NC1=CC=C(C=C1)Cl)F)C1=CC(=CC=C1)C#N